C(C1=CC=CC=C1)OC(=O)N[C@H](C(=O)N[C@H](C(=O)OC)CC(C)C)CC(C(F)F)(C)C methyl (S)-2-((S)-2-(benzyloxycarbonylamino)-5,5-difluoro-4,4-dimethylpentanamido)-4-methylpentanoate